5-hydroxy-1-naphthalenecarboxylic acid OC1=C2C=CC=C(C2=CC=C1)C(=O)O